O1CCOC2=NC=C(C=C21)S(=O)(=O)N2CC1=C(C2)CN(C1)C([C@H](CO)C1=NC=CC=C1)=O (S)-1-(5-((2,3-dihydro-[1,4]dioxino[2,3-b]pyridin-7-yl)sulfonyl)-3,4,5,6-tetrahydropyrrolo[3,4-c]pyrrol-2(1H)-yl)-3-hydroxy-2-(pyridin-2-yl)propan-1-one